4-cyclohexylphenyldiphenylsulfonium trifluoromethanesulfonate FC(S(=O)(=O)[O-])(F)F.C1(CCCCC1)C1=CC=C(C=C1)[S+](C1=CC=CC=C1)C1=CC=CC=C1